[8-(3-chloropropyl)-8-azabicyclo[3.2.1]oct-3-yl][1-isopropyl-2-oxo-1,2-dihydropyrrolo[1,2-b]pyridazine] ClCCCN1C2CC(CC1CC2)C2=CC=1N(N(C2=O)C(C)C)C=CC1